C1(=CC=C(C=C1)[C@H](CC(=O)OCC)NS(=O)(=O)C1=CC=C(C=C1)OC(F)(F)F)C ethyl (S)-3-(p-tolyl)-3-((4-(trifluoromethoxy)phenyl)sulfonamido)propanoate